3-(4-(4-((2,4-dimethoxybenzyl)amino)quinazolin-8-yl)-1H-pyrazol-1-yl)-4-methylbenzoic acid COC1=C(CNC2=NC=NC3=C(C=CC=C23)C=2C=NN(C2)C=2C=C(C(=O)O)C=CC2C)C=CC(=C1)OC